C=CC=C 1,3-Butdiene